tert-Butyl N-[3-cyano-4-(5,5-dimethyl-1,3,2-dioxaborinan-2-yl)-7-fluoro-benzothiophen-2-yl]carbamate tert-Butyl-N-(4-bromo-3-cyano-7-fluoro-benzothiophen-2-yl)carbamate C(C)(C)(C)OC(NC=1SC2=C(C1C#N)C(=CC=C2F)Br)=O.C(#N)C2=C(SC1=C2C(=CC=C1F)B1OCC(CO1)(C)C)NC(OC(C)(C)C)=O